(R)-N-(1-(2,2-difluorocyclopropyl)-1H-pyrazolo[3,4-b]pyridin-6-yl)-4-iodo-2-(6-azaspiro[2.5]octan-6-yl)benzamide FC1([C@@H](C1)N1N=CC=2C1=NC(=CC2)NC(C2=C(C=C(C=C2)I)N2CCC1(CC1)CC2)=O)F